C(C)(C)(C)C(CCNC(NCCCCCNC(OCC1=CC=CC=C1)=O)=O)(C(C)(C)C)C(C)(C)C (9S,13S)-tri-tert-butyl-3,11-dioxo-1-phenyl-2-oxa-4,10,12-triazapentadecane